ClC1=C(C=C(C=C1)C1=CC=CC=C1)N 4-chloro-[1,1'-biphenyl]-3-amine